[H-].[Li+].CC(C)(C)O[Al](OC(C)(C)C)OC(C)(C)C lithium tri(tert-butoxy)aluminum hydride